FC1([C@H]2C/C(/[C@H]([C@@H](C1)N2)OC)=C/C=2N=CC(=NC2)C=2C=C1C=CN=CC1=CC2O)F 6-(5-((Z)-((1r,2r,5r)-6,6-difluoro-2-methoxy-8-azabicyclo[3.2.1]oct-3-ylidene)methyl)pyrazin-2-yl)isoquinolin-7-ol